Heptadecyl glycidyl ether C(C1CO1)OCCCCCCCCCCCCCCCCC